ethyl (S)-3-(5-bromo-2-(2-(1-methoxyethyl) pyridin-3-yl)-1H-indol-3-yl)-2,2-dimethylpropionate BrC=1C=C2C(=C(NC2=CC1)C=1C(=NC=CC1)[C@H](C)OC)CC(C(=O)OCC)(C)C